5,6-difluoro-3-(dicyanomethylene)indene FC=1C=C2C(C=CC2=CC1F)=C(C#N)C#N